2,3,4,4a,5,6,7,8a-octahydro-1H-1,7-naphthyridin-8-one N1CCCC2CCNC(C12)=O